CN(C(=O)C1=NOC(C1)CC1=CC=C(C=C1)C1=NOC(=N1)C(F)(F)F)C 4,5-dihydro-N,N-dimethyl-5-[[4-[5-(trifluoromethyl)-1,2,4-oxadiazol-3-yl]phenyl]methyl]-3-isoxazolecarboxamide